d-2-methylglutarate CC(C(=O)[O-])CCC(=O)[O-]